ClC1=CC=C(C(=N1)C(=O)NS(=O)(=O)C)N[C@H](C)C=1C=C(C=C2C(N(C(=NC12)N1CCN(CC1)C1=NC=C(C=C1)CC#N)C)=O)C (R)-6-chloro-3-((1-(2-(4-(5-(cyanomethyl)pyridin-2-yl)piperazin-1-yl)-3,6-dimethyl-4-oxo-3,4-dihydroquinazolin-8-yl)ethyl)amino)-N-(methylsulfonyl)picolinamide